2-ethylbutyl ((((2R,3S,4R,5R)-5-(4-aminopyrrolo[2,1-f][1,2,4]triazin-7-yl)-5-cyano-3,4-dihydroxytetrahydrofuran-2-yl)methoxy)(4-(tert-butyl)phenoxy)phosphoryl)-L-alaninate NC1=NC=NN2C1=CC=C2[C@]2([C@@H]([C@@H]([C@H](O2)COP(=O)(OC2=CC=C(C=C2)C(C)(C)C)N[C@@H](C)C(=O)OCC(CC)CC)O)O)C#N